4-hydroxyphenylsulphonyl chloride OC1=CC=C(C=C1)S(=O)(=O)Cl